ClC1=C(C=C(OCCCCO)C=C1)CC1=CC=C(C=C1)OC1COCC1 4-(4-chloro-3-{[4-(tetrahydrofuran-3-oxy)phenyl]methyl}phenoxy)butane-1-ol